OCCOC1=CC=C(C=C1)C(C(=O)C1=CC=C(C=C1)OCCO)=O 1,2-bis{4-[(2-hydroxyethyl)oxy]phenyl}ethane-1,2-dione